3-((5-chloro-6-(cyclopropanecarboxamido)pyridin-3-yl)ethynyl)-4-methyl-N-(4-((4-methylpiperazine-1-yl)methyl)-3-(trifluoromethyl)phenyl)benzamide ClC=1C=C(C=NC1NC(=O)C1CC1)C#CC=1C=C(C(=O)NC2=CC(=C(C=C2)CN2CCN(CC2)C)C(F)(F)F)C=CC1C